[Pt+2].C(CC)[Si](C(C(=O)C(C)C)C(C)=O)(OC)OC.C(CC)[Si](C(C(=O)C(C)C)C(C)=O)(OC)OC bis[2-(propyldimethoxysilyl)1-isopropyl-1,3-butanedione] platinum (II)